1-deceneDiene C=CC=CC=CCCCC